BrC=1C=C(C=C2C(C=C(OC12)SCC)=O)F 8-bromo-2-ethylthio-6-fluoro-chromen-4-one